pyromellitoyl tetrachloride C(C=1C(C(=O)Cl)=CC(C(=O)Cl)=C(C(=O)Cl)C1)(=O)Cl